2-chloro-7-ethyl-8-isopropyl-5,7-dihydropteridin-6-one ClC1=NC=2N(C(C(NC2C=N1)=O)CC)C(C)C